O=S1(N(CCCC1)C1=NC=C(C=N1)B(O)O)=O (2-(1,1-dioxido-1,2-thiazinan-2-yl)pyrimidin-5-yl)boronic acid